N-(2-methoxy-4-(4-(4-methylpiperazin-1-yl)piperidin-1-yl)phenyl)-4-(3-phenylisoxazolidine-2-yl)-5-(trifluoromethyl)pyrimidin-2-amine COC1=C(C=CC(=C1)N1CCC(CC1)N1CCN(CC1)C)NC1=NC=C(C(=N1)N1OCCC1C1=CC=CC=C1)C(F)(F)F